cyclopropyl-4-methoxybutane-1,3-dione C1(CC1)C(CC(COC)=O)=O